CC1=C(C(NC=2N1C(=NN2)SCC2=CC(=CC=C2)C)=O)C 5,6-dimethyl-3-[(3-methylbenzyl)sulfanyl][1,2,4]triazolo[4,3-a]pyrimidin-7(8H)-one